4-(2-amino-4-Methylphenoxy)butane-1-sulfonic acid NC1=C(OCCCCS(=O)(=O)O)C=CC(=C1)C